4-(3-chloro-4-cyanophenyl)-N-(6-(4-((4-(2-(2,6-dioxopiperidin-3-yl)-1,3-dioxoisoindolin-5-yl)piperazin-1-yl)methyl)piperidin-1-yl)pyridin-3-yl)piperazine-1-carboxamide ClC=1C=C(C=CC1C#N)N1CCN(CC1)C(=O)NC=1C=NC(=CC1)N1CCC(CC1)CN1CCN(CC1)C=1C=C2C(N(C(C2=CC1)=O)C1C(NC(CC1)=O)=O)=O